1-oxadecanoxy-2,5-diaminobenzene O(CCCCCCCCC)OC1=C(C=CC(=C1)N)N